N-[5-(4-carbamoyl-3,5-difluorophenyl)-4-fluoro-2-[rac-(3R,5S)-3,4,5-trimethylpiperazin-1-yl]phenyl]-6-oxo-4-(trifluoromethyl)-1H-pyridine-3-carboxamide C(N)(=O)C1=C(C=C(C=C1F)C=1C(=CC(=C(C1)NC(=O)C1=CNC(C=C1C(F)(F)F)=O)N1C[C@H](N([C@H](C1)C)C)C)F)F |r|